P(=O)(OC1=C(C=C(C=C1C=O)C1=NC(=NS1)C1=CC=C(C=C1)N1CCCC1)F)(O)O 2-fluoro-6-formyl-4-(3-(4-(pyrrolidin-1-yl)phenyl)-1,2,4-thiadiazol-5-yl)phenyl dihydrogen phosphate